5-bromo-2,3-dimethyl-1H-indazol BrC=1C=C2C(N(NC2=CC1)C)C